pyranoindole N=1C=CC2=CC=C3C(C12)=CC=CO3